O1CCC(CC1)CN1C(C(=CC1=O)OC1=CC(=C(C(=C1)OC)OC)OC)=O 1-((tetrahydro-2H-pyran-4-yl)methyl)-3-(3,4,5-trimethoxyphenoxy)-1H-pyrrole-2,5-dione